NC(C[C@@H](C(=O)O)NC([C@H](C(C)C)NC(CC[C@@H](C)[C@H]1CC[C@H]2[C@@H]3CC[C@@H]4C[C@@H](CC[C@@]4([C@H]3CC[C@]12C)C)O)=O)=O)=O (S)-4-amino-2-((S)-2-((R)-4-((3R,5R,8R,9S,10S,13R,14S,17R)-3-hydroxy-10,13-Dimethyl-hexadecahydro-1H-cyclopenta[a]phenanthren-17-yl)pentanamido)-3-methylbutanamido)-4-oxobutanoic acid